NC1=CC=CC(=N1)S(=O)(=O)NC(=O)C=1C(=NC(=CC1)C=1C=NC(=CC1)N[C@H](C(C)C)C)N1[C@H](CC[C@H]1C)C N-[(6-Amino-2-pyridyl)sulfonyl]-6-[6-[[(1S)-1,2-dimethylpropyl]amino]-3-pyridyl]-2-[(2S,5R)-2,5-dimethylpyrrolidin-1-yl]pyridin-3-carboxamid